C(C)(=O)N1CCC(CC1)NC1=NC(=NC=C1C#N)NC1=C(C=C(C=C1)N1CCN(CC1)CC)C(C(=O)N)=C (2-((4-((1-acetylpiperidin-4-yl)amino)-5-cyanopyrimidin-2-yl)amino)-5-(4-ethylpiperazin-1-yl)phenyl)acrylamide